COC=1C=CC=C2CC[C@@H](C12)NC(=O)C1=CC2=C(N=C(S2)N2CCNCC2)C=C1 (S)-N-(7-methoxy-2,3-dihydro-1H-inden-1-yl)-2-(piperazin-1-yl)benzo[d]thiazole-6-carboxamide